2-(2-hydroxyethyl)-3-oxobutyrate OCCC(C(=O)[O-])C(C)=O